C(#N)N1CCC(CC1)NC(C1=CC=C(C=C1)C1=NC=CC2=C1C=CO2)=O N-(1-cyanopiperidin-4-yl)-4-(furo[3,2-c]pyridin-4-yl)benzamide